2-(3-carbamoyl-6-hydroxy-1H-indazol-1-yl)acetic acid C(N)(=O)C1=NN(C2=CC(=CC=C12)O)CC(=O)O